3-amino-9,13-dihydro-1H-dibenzo[c,f]imidazo[1,5-a]azepine NC1=NCC=2N1C1=C(CC=3C2CC=CC3)C=CC=C1